(1s,3s)-3-(2-(trifluoromethyl)-1H-pyrrolo[2,3-b]pyridin-1-yl)cyclobutan-1-ol FC(C1=CC=2C(=NC=CC2)N1C1CC(C1)O)(F)F